lithium Manganite [Mn](=O)([O-])[O-].[Li+].[Li+]